ClC1=C(C=CC=C1)C=1N(C2=NC=NC(=C2N1)N1CCC(CC1)(C)NC(=O)OC(C)(C)C)C1=CC=C(C=C1)Cl 8-(2-chlorophenyl)-9-(4-chlorophenyl)-6-(4-(N-Boc-amino)-4-methylpiperidin-1-yl)-9H-purine